(2-((2S,3R,4S,5R)-5-((((benzyloxy)carbonyl)amino)methyl)-3,4-dihydroxytetrahydrofuran-2-yl)acetyl)glycylglycylglycylglycine C(C1=CC=CC=C1)OC(=O)NC[C@@H]1[C@H]([C@H]([C@@H](O1)CC(=O)NCC(=O)NCC(=O)NCC(=O)NCC(=O)O)O)O